ClC1=C(C=CC(=C1)F)C=1C(=NN(C1NC1=C(C=CC=C1)Cl)C)C 4-(2-Chloro-4-fluorophenyl)-N-(2-chlorophenyl)-1,3-dimethyl-1H-pyrazol-5-amin